(4-chloro-2-methyl-6-((2R,3R,4R,5R,6R)-3,4,5-tris(benzyloxy)-6-((benzoyl) methyl) tetrahydro-2H-pyran-2-yl) phenyl) acrylate C(C=C)(=O)OC1=C(C=C(C=C1[C@H]1O[C@@H]([C@H]([C@H]([C@@H]1OCC1=CC=CC=C1)OCC1=CC=CC=C1)OCC1=CC=CC=C1)CC(C1=CC=CC=C1)=O)Cl)C